C(#C)N(S(=O)(=O)C1=CC=C(C=C1)C)C1=CC=C(C=C1)OC N-ethynyl-N-(4-methoxyphenyl)-4-methylbenzenesulfonamide